C1(CC1)COC=1C=C(C=CC1F)C(C(C)C)=NS(=O)C(C)(C)C N-(1-(3-(cyclopropylmethoxy)-4-fluorophenyl)-2-methylpropylidene)-2-methylpropane-2-sulfinamide